FC(S(=O)(=O)C1=C(C=CC=C1)S(=O)(=O)N)(F)F (trifluoromethanesulfonyl)benzene-1-sulfonamide